3-chloro-6-[6-(dimethylphosphoryl)pyridin-3-yl]-7-fluoro-N-[(1R)-1-[2-fluoro-5-(4-methylimidazol-1-yl)phenyl]ethyl]-2-methyl-1,5-naphthyridin-4-amine ClC=1C(=NC2=CC(=C(N=C2C1N[C@H](C)C1=C(C=CC(=C1)N1C=NC(=C1)C)F)C=1C=NC(=CC1)P(=O)(C)C)F)C